((2R,3R,4R,5R)-5-(2-amino-6-(methylamino)-9H-purin-9-yl)-4-fluoro-4-methyl-3-(2-phenylacetoxy)tetrahydrofuran-2-yl)methyl L-valinate N[C@@H](C(C)C)C(=O)OC[C@H]1O[C@H]([C@]([C@@H]1OC(CC1=CC=CC=C1)=O)(C)F)N1C2=NC(=NC(=C2N=C1)NC)N